8-[(1R)-1-[(6-Chloro-2-methyl-3-pyridyl)amino]ethyl]-3,6-dimethyl-2-(1-methylpyrazol-3-yl)chromen-4-one ClC1=CC=C(C(=N1)C)N[C@H](C)C=1C=C(C=C2C(C(=C(OC12)C1=NN(C=C1)C)C)=O)C